BrC1=C(C=NN(C1=O)C)N[C@@H]1C[C@@H](CN(C1)C)C1=CC=C(C(=O)N2CCN(CC2)C2=CC=CC=3N(C(N(C32)C)=O)C3C(NC(CC3)=O)=O)C=C1 3-[4-[4-[4-[(3R,5R)-5-[(5-bromo-1-methyl-6-oxo-pyridazin-4-yl)amino]-1-methyl-3-piperidyl]benzoyl]piperazin-1-yl]-3-methyl-2-oxo-benzimidazol-1-yl]piperidine-2,6-dione